6-amino-N-(4-phenoxy-6-phenyl-pyrimidin-2-yl)pyridine-3-sulfonamide NC1=CC=C(C=N1)S(=O)(=O)NC1=NC(=CC(=N1)OC1=CC=CC=C1)C1=CC=CC=C1